Chloro-N,4-dimethyl-N-(3-(piperidin-4-yloxy)phenyl)aniline ClC1=C(N(C2=CC(=CC=C2)OC2CCNCC2)C)C=CC(=C1)C